FC1(CCN(CC1)C1=NC2=C(N1C)C(=CC=C2)NC(C2=C(C=C(C=C2)NS(=O)(=O)CCO)N2CCC1(CC1)CC2)=O)F N-(2-(4,4-difluoropiperidin-1-yl)-1-methyl-1H-benzo[d]imidazol-7-yl)-4-((2-hydroxyethyl)sulfonamido)-2-(6-azaspiro[2.5]octan-6-yl)benzamide